CN(CCCC1=C(C(=O)N)C=CC(=C1)C=1C=C2C=CC=NC2=C(C1)O)C 3-(dimethylamino)propyl-4-(8-hydroxyquinolin-6-yl)benzamide